N-(3-chloro-4-(trifluoromethyl)phenyl)-2-hydroxy-9-(hydroxyimino)-6,7,8,9-tetrahydro-5H-5,8-epiminocyclohepta[d]pyrimidine-10-carboxamide ClC=1C=C(C=CC1C(F)(F)F)NC(=O)N1C2CCC1C(C=1N=C(N=CC12)O)=NO